ClC1=CC(=C(C=N1)C(=O)OC)C(C)(C1=C(C(=CC=C1)F)F)C#N methyl 6-chloro-4-[1-cyano-1-(2,3-difluorophenyl)ethyl]pyridine-3-carboxylate